1-{[4-methyl-2-(2-methyl-5-phenyl-1,3-thiazole-4-carbonyl)-2-azabicyclo[3.1.1]hept-3-yl]methoxy}isoquinoline CC1C(N(C2CC1C2)C(=O)C=2N=C(SC2C2=CC=CC=C2)C)COC2=NC=CC1=CC=CC=C21